N-(4-(3-amino-7-(1-methyl-1H-pyrazol-3-yl)-6-(1,1,1-trifluoropropan-2-yl)-1H-pyrazolo[4,3-c]pyridin-4-yl)benzyl)-5-fluoro-2-methoxybenzamide NC1=NNC2=C1C(=NC(=C2C2=NN(C=C2)C)C(C(F)(F)F)C)C2=CC=C(CNC(C1=C(C=CC(=C1)F)OC)=O)C=C2